CCC=CCCCCCCCCCCCCCCCC icos-3-ene